(R)-3-[2-[3-(4-Aminophthalazin-6-yl)phenyl]ethynyl]-3-hydroxy-1-methyl-pyrrolidin-2-one NC1=NN=CC2=CC=C(C=C12)C=1C=C(C=CC1)C#C[C@]1(C(N(CC1)C)=O)O